(1R)-1-(3,5-Diethoxy-4-Methylphenyl)Ethan-1-Amine C(C)OC=1C=C(C=C(C1C)OCC)[C@@H](C)N